tert-butyl 3-(5-(trifluoromethyl) pyrimidin-2-yl)-3,6-diazabicyclo[3.1.1]heptane-6-carboxylate FC(C=1C=NC(=NC1)N1CC2N(C(C1)C2)C(=O)OC(C)(C)C)(F)F